tert-butyl 6-(2-((6-(isoxazol-4-yl)-1-(tetrahydro-2H-pyran-2-yl)-1H-pyrazolo[3,4-b]pyridin-4-yl)amino)ethoxy)hexanoate O1N=CC(=C1)C1=CC(=C2C(=N1)N(N=C2)C2OCCCC2)NCCOCCCCCC(=O)OC(C)(C)C